CC(CCN[C@@H]1[C@H](CCCC1)CC=1C(=C2CN(C(C2=CC1)=O)C1C(NC(CC1)=O)=O)F)(C)C 3-(5-(((1R,2S)-2-((3,3-dimethylbutyl)amino)cyclohexyl)methyl)-4-fluoro-1-oxoisoindolin-2-yl)piperidine-2,6-dione